(S)-4-((2-(dimethylamino)-2-oxoethyl)(4-(5,6,7,8-tetrahydro-1,8-naphthyridin-2-yl)butyl)amino)-2-(pyrimidin-4-ylamino)butanoic acid CN(C(CN(CC[C@@H](C(=O)O)NC1=NC=NC=C1)CCCCC1=NC=2NCCCC2C=C1)=O)C